ClC1=CC=C(C=C1)CCN (S)-4-chlorophenylethylamine